N-((2S)-1-(((2S)-1-cyano-1-hydroxy-3-((S)-2-oxopyrrolidin-3-yl)propan-2-yl)amino)-4-methyl-1-oxopentan-2-yl)-4-methoxy-1H-indole-2-carboxamide C(#N)C([C@H](C[C@H]1C(NCC1)=O)NC([C@H](CC(C)C)NC(=O)C=1NC2=CC=CC(=C2C1)OC)=O)O